NC1=CC=2C(C3=CC=CC=C3OC2C=C1C(=O)OC)(C)C methyl 2-amino-9,9-dimethyl-9H-xanthene-3-carboxylate